carboxycyanidin C(=O)(O)C1=C(C(=[O+]C=2C=C(C=C(C12)O)O)C1=CC(O)=C(O)C=C1)O